O-fluorouridine-3'-phosphate P(=O)(O)(O)O[C@H]1[C@H]([C@@H](O[C@@H]1CO)N1C(=O)NC(=O)C=C1)OF